CC1=C(C=C(C(=C1)N(C1=C(C=CC(=C1)C)C(F)(F)F)C)C)N=CN(C)CC N'-(2,5-dimethyl-4-(methyl(5-methyl-2-(trifluoromethyl)phenyl)amino)phenyl)-N-ethyl-N-methylformimidamide